methyl (3-bromobenzyl)-D-prolinate BrC=1C=C(CN2[C@H](CCC2)C(=O)OC)C=CC1